6,7-dimethoxy-2-methyl-N-[1-{5-[2-(piperazin-1-ylmethyl)phenyl]thiophen-2-yl}ethyl]quinazolin-4-amine Hydrochloride Cl.COC=1C=C2C(=NC(=NC2=CC1OC)C)NC(C)C=1SC(=CC1)C1=C(C=CC=C1)CN1CCNCC1